potassium tetraoxoosmium (2-) hydrate O.O=[Os-2](=O)(=O)=O.[K+].[K+]